O[C@@H]1C[C@H](N(C1)C([C@H](C(C)C)N=[N+]=[N-])=O)C(=O)NC |&1:7| (2S,4R)-4-hydroxy-N-methyl-1-[rac-(2S)-2-azido-3-methyl-butanoyl]pyrrolidine-2-carboxamide